3-(7-(benzyloxy)-6-chloro-1-oxoisoindolin-2-yl)piperidine-2,6-dione C(C1=CC=CC=C1)OC=1C(=CC=C2CN(C(C12)=O)C1C(NC(CC1)=O)=O)Cl